3-aminooxypropane-1-thiol HCl salt Cl.NOCCCS